C1(CC1)NC1=C(C=C(C(=C1)F)F)C=1N=NC=2CCCCC2C1C(=O)N (2-(Cyclopropylamino)-4,5-difluorophenyl)-5,6,7,8-tetrahydrocinnoline-4-carboxamide